FC1(CCC(CC1)NC1=CC(=NC(=N1)C=1SC=C(N1)C)C(O)C1=CC=CC=C1)F (6-((4,4-difluorocyclohexyl)amino)-2-(4-methylthiazol-2-yl)pyrimidin-4-yl)(phenyl)methanol